(2S,3aS,7aS)-octahydroindole-2-carboxylate N1[C@@H](C[C@@H]2CCCC[C@H]12)C(=O)[O-]